NC=1C(=C2C(=NC1C(=O)N)N=C(O2)C)C2=C(C(=CC=C2C)O)C 6-amino-7-(3-hydroxy-2,6-dimethylphenyl)-2-methyl-oxazolo[4,5-b]pyridine-5-carboxamide